ClCC(C(=O)NO)(C)C 3-chloro-N-hydroxy-2,2-dimethylpropionamide